5-[[2-chloro-4-[[5-(2,3-difluoro-4-methoxy-phenyl)-1-methyl-imidazole-2-carbonyl]amino]benzoyl]amino]pentyl-trimethyl-ammonium ClC1=C(C(=O)NCCCCC[N+](C)(C)C)C=CC(=C1)NC(=O)C=1N(C(=CN1)C1=C(C(=C(C=C1)OC)F)F)C